8-(1-(2,2-difluoroethyl)-1H-pyrazolo[3,4-b]pyrazin-6-yl)-1'-(6-(trifluoromethyl)pyridin-3-yl)-8-azaspiro[bicyclo[3.2.1]octane-3,3'-pyrrolidin]-2'-one FC(CN1N=CC=2C1=NC(=CN2)N2C1CC3(C(N(CC3)C=3C=NC(=CC3)C(F)(F)F)=O)CC2CC1)F